COC(=O)[C@@H]1C[C@H](C1)N1N=C(C(=C1)C1=NC2=CC=CC=C2N=C1)C1CC1 trans-3-(3-cyclopropyl-4-(quinoxalin-2-yl)-1H-pyrazol-1-yl)cyclobutane-1-carboxylic acid methyl ester